2-(4-fluorophenoxy)-N-(4'-(methoxymethyl)-[1,1'-biphenyl]-4-yl)-2-methyl-N-(2-methylallyl)propanamide FC1=CC=C(OC(C(=O)N(CC(=C)C)C2=CC=C(C=C2)C2=CC=C(C=C2)COC)(C)C)C=C1